N-(6-fluoro-5-methylpyridin-3-yl)-5-(2-(((1r,4r)-4-hydroxy-4-(trifluoromethyl)cyclohexyl)amino)-2-oxoacetyl)-1,2,4-trimethyl-1H-pyrrole-3-carboxamide FC1=C(C=C(C=N1)NC(=O)C1=C(N(C(=C1C)C(C(=O)NC1CCC(CC1)(C(F)(F)F)O)=O)C)C)C